COCC(COC1=CC=C(C=C1)C1=CC=CC=C1)O 1-methoxy-3-(4-phenylphenyl)oxy-2-propanol